BrC=1C=CC2=C(N=C(S2)C2=C(SC=3CN(CCC32)C(=O)OC(C)(C)C)NC(CCNCC)=O)C1 tert-Butyl 3-(5-bromobenzo[d]thiazol-2-yl)-2-(3-(ethylamino)propanamido)-4,7-dihydrothieno[2,3-c]pyridine-6(5H)-carboxylate